(2-methoxy)phenyl-[4-(4-biphenylylthio)-3-methoxyphenyl]4-biphenylylsulfonium tetrakis(pentafluorophenyl)borate bis(1-nonyloxy-2,2,6,6-tetramethyl-4-piperidyl)sebacate C(CCCCCCCC)ON1C(CC(CC1(C)C)OC(CCCCCCCCC(=O)OC1CC(N(C(C1)(C)C)OCCCCCCCCC)(C)C)=O)(C)C.FC1=C(C(=C(C(=C1[B-](C1=C(C(=C(C(=C1F)F)F)F)F)(C1=C(C(=C(C(=C1F)F)F)F)F)C1=C(C(=C(C(=C1F)F)F)F)F)F)F)F)F.COC1=C(C=CC=C1)[S+](C1=CC=C(C=C1)C1=CC=CC=C1)C1=CC(=C(C=C1)SC1=CC=C(C=C1)C1=CC=CC=C1)OC